diethyl 2-methylfumarate C/C(/C(=O)OCC)=C\C(=O)OCC